4H-thiochromene-4-thione S1C=CC(C2=CC=CC=C12)=S